dieicosyl-bis-(2-ethoxyethoxy)silane C(CCCCCCCCCCCCCCCCCCC)[Si](OCCOCC)(OCCOCC)CCCCCCCCCCCCCCCCCCCC